S(C)(=O)(=O)O.C(C=C)NC1=C2NC=NC2=NC=N1 6-allylaminopurine mesylate